(S)- and (R)-2-(1-((4-carboxyphenyl)amino)-3-cyclopropyl-1-oxopropan-2-yl)-5-(3-chloro-6-(difluoromethyl)-2-fluorophenyl)-4-methoxypyridine 1-oxide C(=O)(O)C1=CC=C(C=C1)NC([C@@H](CC1CC1)C1=[N+](C=C(C(=C1)OC)C1=C(C(=CC=C1C(F)F)Cl)F)[O-])=O |r|